[C@H]12COC[C@H](CC(C1)NC=1N=CC3=C(N1)C(=NC(=C3)C#N)NC(C)C)N2 2-(((1R,5S,7s)-3-oxa-9-azabicyclo[3.3.1]non-7-yl)amino)-8-(isopropylamino)pyrido[3,4-d]pyrimidine-6-carbonitrile